3-{4-[cis-4-Amino-3-hydroxypiperidin-1-yl]-3-(3,5-difluorophenyl)chinolin-6-yl}-2-hydroxybenzonitril N[C@@H]1[C@@H](CN(CC1)C1=C(C=NC2=CC=C(C=C12)C=1C(=C(C#N)C=CC1)O)C1=CC(=CC(=C1)F)F)O